N-((2R,3R,4R,5S,6S)-6-((7H-purin-6-yl)amino)-4,5-dihydroxy-2-(hydroxymethyl)tetrahydro-2H-pyran-3-yl)-1-aminocyclohexane-1-carboxamide N1=CN=C2N=CNC2=C1N[C@@H]1[C@H]([C@@H]([C@H]([C@@H](O1)CO)NC(=O)C1(CCCCC1)N)O)O